tert-butyl ((2R)-5-(3,4-dichloro-2-(hydroxy(4-(methylthio)imidazo[2,1-f][1,2,4]triazin-7-yl)methyl)phenoxy)-1-methoxypentan-2-yl)carbamate ClC=1C(=C(OCCC[C@H](COC)NC(OC(C)(C)C)=O)C=CC1Cl)C(C1=CN=C2C(=NC=NN21)SC)O